3-carbamoylpyridin-1-ium Trifluoroacetate Salt FC(C(=O)[O-])(F)F.C(N)(=O)C=1C=[NH+]C=CC1